2-[4-[3-fluoro-4-(2-methyl-3,4,5-trifluorophenyl)phenyl]cyclohex-3-en-1-yl]-5-propyl-1,3-dioxane FC=1C=C(C=CC1C1=C(C(=C(C(=C1)F)F)F)C)C1=CCC(CC1)C1OCC(CO1)CCC